1-(tert-butyl)-3-(2-(4-cyanophenyl)quinoline-6-yl)urea C(C)(C)(C)NC(=O)NC=1C=C2C=CC(=NC2=CC1)C1=CC=C(C=C1)C#N